gamma-methylpropenyl-propyl-diethoxysilane CCC=C[Si](OCC)(OCC)CCC